BrC=1C=CC2=C(N=C(OC2=O)CCN2C(C3=CC=CC=C3C2=O)=O)C1 2-(2-(7-bromo-4-oxo-4H-benzo[d][1,3]oxazin-2-yl)ethyl)isoindoline-1,3-dione